(3S,4S)-4-fluoro-1-[4-({8-[3-(methanesulfonylmeth-yl)azetidin-1-yl]-5-(propan-2-yl)isoquinolin-3-yl}amino)pyrimidin-2-yl]piperidin-3-ol F[C@@H]1[C@H](CN(CC1)C1=NC=CC(=N1)NC=1N=CC2=C(C=CC(=C2C1)C(C)C)N1CC(C1)CS(=O)(=O)C)O